FC(C1=CC2=C(C=C(O2)C=2N=C(SC2)C=2CCN(CC2)C(=O)OC(C)(C)C)C=C1)(F)F tert-butyl 4-(4-(6-(trifluoromethyl)benzofuran-2-yl)thiazol-2-yl)-3,6-dihydropyridine-1(2H)-carboxylate